4-((2-methoxy-4-(4,4,5,5-tetramethyl-1,3,2-dioxaborolan-2-yl)phenoxy)methyl)benzonitrile COC1=C(OCC2=CC=C(C#N)C=C2)C=CC(=C1)B1OC(C(O1)(C)C)(C)C